COC(C1=CC(=CC=C1)C(S(=O)(=O)C1=CC=C(C)C=C1)[N+]#[C-])=O 3-[ISOCYANO-(TOLUENE-4-SULFONYL)-METHYL]-BENZOIC ACID METHYL ESTER